BrC1=CC(=C(C(=C1C#N)F)O)F 6-bromo-2,4-difluoro-3-hydroxybenzonitrile